tert-butyl (4-(1,2,4,5-tetrazin-3-yl)benzyl)carbamate N1=NC(=NN=C1)C1=CC=C(CNC(OC(C)(C)C)=O)C=C1